CNC(=O)C1=CC=C2N3CCN(C[C@H]3COC2=N1)C(=O)OCC1=CC=CC=C1 benzyl (10S)-5-(methylcarbamoyl)-8-oxa-1,6,12-triazatricyclo[8.4.0.0^{2,7}]tetradeca-2,4,6-triene-12-carboxylate